C1(=CC=C(C=C1)C(C(=O)O)=O)C1=CC=CC=C1 2-([1,1'-biphenyl]-4-yl)-2-oxoacetic acid